Cl.Cl.F\C(=C/CN)\CS(=O)(=O)C=1C=NC=CC1 (Z)-3-fluoro-4-(pyridin-3-ylsulfonyl)but-2-en-1-amine dihydrochloride